FC(N1N=CC(=C1)C=1C=C2C(=NC=NN2C1)N1CC2CCC(C1)N2C(=O)OC(C)(C)C)F tert-butyl 3-(6-(1-(difluoromethyl)-1H-pyrazol-4-yl)pyrrolo[2,1-f][1,2,4]triazin-4-yl)-3,8-diazabicyclo[3.2.1]octane-8-carboxylate